ClC1=CC=C2C(=CNC2=C1OCF)S(=O)(=O)NC1=NC=C(C(=N1)OC)CC(F)F 6-chloro-N-[5-(2,2-difluoroethyl)-4-methoxy-pyrimidin-2-yl]-7-(fluoromethoxy)-1H-indole-3-sulfonic acid amide